hydroxy-2-hydroxy-naphthalenate OC=1C(=C(C2=CC=CC=C2C1)C(=O)[O-])O